Tert-butyl N-[(1S,4R,6S,7R)-6-methoxy-2-[(1S)-1-phenylethyl]-2-azabicyclo[2.2.1]heptan-7-yl]carbamate CO[C@H]1C[C@@H]2CN([C@H]1[C@@H]2NC(OC(C)(C)C)=O)[C@@H](C)C2=CC=CC=C2